NC=1N=C2N(C=C(C=C2)C2=CC(=NS2)C)C1C(=O)[C@H]1[C@H](C1)F (2-amino-6-(3-methylisothiazol-5-yl)imidazo[1,2-a]pyridin-3-yl)((1s,2s)-2-fluorocyclopropyl)methanone